(E)-3-fluoro-N-((2-(4-(trifluoromethyl)styryl)oxazol-4-yl)methyl)aniline FC=1C=C(NCC=2N=C(OC2)\C=C\C2=CC=C(C=C2)C(F)(F)F)C=CC1